N-(1-(2-(2,6-dioxopiperidin-3-yl)-1,3-dioxoisoindolin-5-yl)piperidin-4-yl)-6-fluoro-5-(4-((5-fluoro-2-methyl-3-oxo-3,4-dihydroquinoxalin-6-yl)methyl)piperazin-1-yl)picolinamide O=C1NC(CCC1N1C(C2=CC=C(C=C2C1=O)N1CCC(CC1)NC(C1=NC(=C(C=C1)N1CCN(CC1)CC=1C(=C2NC(C(=NC2=CC1)C)=O)F)F)=O)=O)=O